7-(3,5-difluoro-4-isothiocyanatophenyl)-3-((4-pentylphenyl)ethynyl)-1,2-dihydronaphthalene FC=1C=C(C=C(C1N=C=S)F)C1=CC=C2C=C(CCC2=C1)C#CC1=CC=C(C=C1)CCCCC